FC1=C(C=CC=C1)/C(/C1CN(CCC1O)C(=O)OC(C)(C)C)=N/O tert-Butyl 3-[(1E)-(2-fluorophenyl)(hydroxyimino)methyl]-4-hydroxypiperidine-1-carboxylate